4-morpholino-N2-(3-(pyridin-2-yl)propyl)-6-(3-(m-tolyl)-1H-pyrazol-1-yl)pyridine-2,3-diamine O1CCN(CC1)C1=C(C(=NC(=C1)N1N=C(C=C1)C=1C=C(C=CC1)C)NCCCC1=NC=CC=C1)N